(E)-N-carbamoyl-3-(2,3-dihydro-1H-inden-5-yl)-4-phenyl-N'-((4-(trifluoromethyl)phenyl)Sulfonyl)-4,5-dihydro-1H-pyrazole-1-carboxylimide C(=O)(O)\N=C(/N)\N1N(C(C(C1)C1=CC=CC=C1)C=1C=C2CCCC2=CC1)S(=O)(=O)C1=CC=C(C=C1)C(F)(F)F